3-(pyridin-2-yl)phenylmethanamine N1=C(C=CC=C1)C=1C=C(C=CC1)CN